3-(2-isocyanovinyl)pyridine [N+](#[C-])C=CC=1C=NC=CC1